methyl-β-phenylethylamine CNCCC1=CC=CC=C1